C(C)(C)(C)OC(=O)N[C@H](C(=O)O)C(C)(C)C (S)-2-(tert-butoxycarbonyl)amino-3,3-dimethylbutyric acid